isostearamidopropyl-dimethylaminoacetic acid C(CCCCCCCCCCCCCCC(C)C)(=O)NCCCC(C(=O)O)N(C)C